P(=O)(O)(O)OCCC (R)-1-(phosphonooxy)propan